8-(2-hydroxyethyl)-2-(methylthio)-6-phenylpyrido[2,3-d]pyrimidin-7(8H)-one OCCN1C(C(=CC2=C1N=C(N=C2)SC)C2=CC=CC=C2)=O